(R)-5-benzyl-2,2,3-trimethylimidazolidin-4-one-HCl Cl.C(C1=CC=CC=C1)[C@@H]1C(N(C(N1)(C)C)C)=O